CC(C[NH+]1CCOCC1)CS(=O)(=O)O β-Methyl-N-(3-sulfopropyl)morpholinium